[OH-].CC1CNCC(C1)C 3,5-dimethylpiperidine hydroxide